2,4-dichloro-N-(2-chloro-5-cyanophenyl)pyrimidine-5-carboxamide ClC1=NC=C(C(=N1)Cl)C(=O)NC1=C(C=CC(=C1)C#N)Cl